FC(C=1C(=C(C=CC1F)[C@@H]1[C@H](O[C@@]([C@@H]1C)(C(F)(F)F)C)C(=O)NC=1C=NC(=CC1)[C@@H](C)O)OC)F (2S,3R,4R,5S)-3-(3-(difluoromethyl)-4-fluoro-2-methoxyphenyl)-N-(6-((R)-1-hydroxyethyl)pyridin-3-yl)-4,5-dimethyl-5-(trifluoromethyl)tetrahydrofuran-2-carboxamide